CN1N=C(C=C1C)NC1=NC=C(C(=N1)C1=CNC2=C(C=CC=C12)N1C(C2=CC=CC(=C2C1)C=1N(C=CC1)C(=O)OC(C)(C)C)=O)C tert-butyl 2-(2-(3-(2-((1,5-dimethyl-1H-pyrazol-3-yl)amino)-5-methylpyrimidin-4-yl)-1H-indol-7-yl)-1-oxoisoindolin-4-yl)-1H-pyrrole-1-carboxylate